BrC1=NN(C2=C1C=NC(=C2)NC(C)=O)C2=NC(=CC(=C2)C)C(C)(F)F N-(3-bromo-1-(6-(1,1-difluoroethyl)-4-methylpyridin-2-yl)-1H-pyrazolo[4,3-c]pyridin-6-yl)acetamide